C(C)(OC1CN2CCC1CC2)=S (Quinuclidin-3-Yl) ethanethioate